FC1([C@@H](C[C@H]2C[C@@H]([C@H]3[C@@H]4CC[C@H]([C@@H](CCC(=O)O)C)[C@]4(CC[C@@H]3[C@]2(C1)C)C)O)O)F 2,2-Difluoro-3β,7β-dihydroxy-5β-cholanic acid